C(C)C=1C=C(C#N)C=CC1N1N=C(C=2C1=NC=CC2N2C=NC(=C2)C=2C=NN(C2)C)C(C)C 3-ethyl-4-{3-isopropyl-4-(4-(1-methyl-1H-pyrazol-4-yl)-1H-imidazole-1-yl)-1H-pyrazolo[3,4-b]pyridin-1-yl}benzonitrile